NC1=CC=CC(=N1)N(C(=O)C1=NC=C(C=C1NS(=O)(=O)C1=CC(=C(C=C1)C)C(F)(F)F)Cl)CC 5-chloro-3-(4-methyl-3-trifluoromethyl-benzenesulfonylamino)-pyridine-2-carboxylic acid (6-amino-pyridin-2-yl)-ethyl-amide